aluminium silicon water O.[Si].[Al]